8-((S)-3-methylmorpholino)pyrido[4,3-d]pyrimidin-7(6H)-one C[C@H]1COCCN1C=1C(NC=C2C1N=CN=C2)=O